N-(4-(3-amino-7-(5-(piperidin-1-ylmethyl)pyridin-2-yl)-1H-pyrazolo[4,3-c]pyridin-4-yl)benzyl)-5-fluoro-2-methoxybenzamide NC1=NNC2=C1C(=NC=C2C2=NC=C(C=C2)CN2CCCCC2)C2=CC=C(CNC(C1=C(C=CC(=C1)F)OC)=O)C=C2